C(C1=CC=CC=C1)N1CC(C1)NC(=O)C1CCN(CC1)C1=NN=C(C=2C1=NN(C2C)C2=CC=C(C=C2)C)C N-(1-benzylazetidin-3-yl)-1-(3,4-dimethyl-2-(p-tolyl)-2H-pyrazolo[3,4-d]pyridazin-7-yl)piperidine-4-carboxamide